[2H]C([2H])([2H])I Trideuteriomethyl iodide